[Cl-].C(CCCCCCCCCCC)[N+](C)(C)C dodecyltrimethylammonium chlorid